FC1=C(C=CC(=C1I)F)NS(=O)(=O)C1=CC(=CC(=C1)C(F)(F)F)F N-(2,4-difluoro-3-iodophenyl)-3-fluoro-5-(trifluoromethyl)benzenesulfonamide